1-Decyl-3-Methylpiperidinium acetat C(C)(=O)[O-].C(CCCCCCCCC)[NH+]1CC(CCC1)C